[Si](C)(C)(C(C)(C)C)OCC=1C=C(C=C(C1)F)P(OCC)(=O)C ethyl 3-{[(tert-butyldimethylsilyl)oxy]methyl}-5-fluorophenyl(methyl)phosphinate